C(#C)C1=NC=CC(=C1)C(F)(F)F 2-ethynyl-4-(trifluoromethyl)pyridine